C1=C(C=CC=2SC3=CC=CC=C3NC12)C(C)C=1C=NC=C(C#N)C1 5-(1-(10H-phenothiazin-2-yl)ethyl)nicotinonitrile